Dimethyl 2,6-di((dodecylthio)thiocarbonylthio)-heptanedioate C(CCCCCCCCCCC)SC(=S)SC(C(=O)OC)CCCC(C(=O)OC)SC(=S)SCCCCCCCCCCCC